C1(=CC(=CC=C1)N1C(=NC=C1)[C@H]1N(C[C@H]2[C@@H]1CCC2)C(=O)OC(C)(C)C)C tert-butyl (1S,3aR,6aS)-1-(1-(m-tolyl)-1H-imidazol-2-yl)hexahydrocyclopenta[c]pyrrole-2(1H)-carboxylate